dichloroisophthalimide ClC1=CC(=C2C=C1C(=O)NC2=O)Cl